N-(8-(1-((3,5-difluorophenyl)amino)ethyl)-2-morpholino-4-oxo-4H-chromen-6-yl)propionamide FC=1C=C(C=C(C1)F)NC(C)C=1C=C(C=C2C(C=C(OC12)N1CCOCC1)=O)NC(CC)=O